N1=C(C=CC=C1)NC(=O)C1=NC=NC(=C1)C1=CC(=CC=C1)Cl 6-(3-chloro-phenyl)-pyrimidine-4-carboxylic acid pyridin-2-yl-amide